O1C(CCCC1)OCCC1=CC(=NC=C1)[Sn](C)(C)C 4-(2-((tetrahydro-2H-pyran-2-yl)oxy)ethyl)-2-(trimethylstannyl)pyridine